3-(4-methanesulfonylphenyl)-1-methyl-6-{4-[4-(propan-2-yl)piperazin-1-yl]phenyl}-1,2-dihydro-quinolin-2-one CS(=O)(=O)C1=CC=C(C=C1)C=1C(N(C2=CC=C(C=C2C1)C1=CC=C(C=C1)N1CCN(CC1)C(C)C)C)=O